F[C@@H]1C[C@@]2(CCCN2C1)COC=1N=C(C2=C(N1)C(=C(N=C2)C2=CC(=CC1=CC=C(C(=C21)C#C)F)O)F)N2CC1CCC(C2)N1 4-(2-{[(2R,7aS)-2-fluoro-hexahydro-1H-pyrrolizin-7a-yl]methoxy}-4-{3,8-diazabicyclo[3.2.1]octan-3-yl}-8-fluoropyrido[4,3-d]pyrimidin-7-yl)-5-ethynyl-6-fluoronaphthalen-2-ol